5-cyclopropylsulfinyl-4-oxo-1-[4-(trifluoromethoxy)phenyl]cinnoline-3-carboxylic acid C1(CC1)S(=O)C1=C2C(C(=NN(C2=CC=C1)C1=CC=C(C=C1)OC(F)(F)F)C(=O)O)=O